C1(=CC=CC=C1)C1NC(OC1)=O 4-phenyloxazolidin-2-on